perfluorobutylyl peroxide FC1(C(C(C(F)(F)OO1)(F)F)(F)F)F